6-chloro-N-ethyl-4-((1R,3R)-3-methyl-1-(4-methyl-4H-1,2,4-triazol-3-yl)cyclobutyl)pyridine-2-amine ClC1=CC(=CC(=N1)NCC)C1(CC(C1)C)C1=NN=CN1C